OC(C)C=1C=C(C=C2C(N(C(=NC12)N1C[C@H]2C([C@H]2C1)C(=O)OC)C)=O)C Methyl (1R,5S,6r)-3-(8-(1-hydroxyethyl)-3,6-dimethyl-4-oxo-3,4-dihydroquinazolin-2-yl)-3-azabicyclo[3.1.0]hexane-6-carboxylate